NC1=CC(=C(C=C1)NC(C1=C(C=C(C(=C1)F)N1N=C2N(CCCC2)C1=O)O[C@@H](C)CCC)=O)C N-(4-amino-2-methylphenyl)-5-fluoro-4-(3-oxo-5,6,7,8-tetrahydro[1,2,4]triazolo[4,3-a]pyridin-2(3H)-yl)-2-[(2S)-pent-2-yloxy]benzamide